NC1=NC=2C=C(C(=CC2C2=C1COC2)C(=O)N(CC=2N=NC(=CC2)C(F)(F)F)C=2C=NN(C2)C)F 4-amino-7-fluoro-N-(1-methyl-1H-pyrazol-4-yl)-N-((6-(trifluoromethyl)-3-pyridazinyl)methyl)-1,3-dihydrofuro[3,4-c]quinoline-8-carboxamide